5-(2,6-Dimethylpyridin-4-yl)-1,3-dimethyl-6-nitro-1,3-dihydro-2H-benzo[d]imidazol-2-one CC1=NC(=CC(=C1)C1=CC2=C(N(C(N2C)=O)C)C=C1[N+](=O)[O-])C